tert-butyl 1-((6aR,8R)-2-chloro-6a-(difluoromethyl)-5,6,6a,7,8,9-hexahydro-pyrrolo[1',2':4,5]pyrazino[2,3-c]pyridazin-8-yl)-1,4,6,7-tetrahydro-5H-pyrazolo[4,3-c]pyridine-5-carboxylate ClC=1C=C2C(=NN1)NC[C@@]1(N2C[C@@H](C1)N1N=CC=2CN(CCC21)C(=O)OC(C)(C)C)C(F)F